3a-(hydroxyamino)-2H,3aH,4H,6H-5λ6-thieno[3,4-c]pyrazole-3,5,5-trione ONC12C(=NNC1=O)CS(C2)(=O)=O